6-bromo-2-(3,4-dichlorophenyl)-1-ethyl-4-oxo-quinoline-3-carboxylic acid methyl ester COC(=O)C1=C(N(C2=CC=C(C=C2C1=O)Br)CC)C1=CC(=C(C=C1)Cl)Cl